COC=1C=C(C=C(C1OC)OC)N1C=NC(=C1)NC=1N=C(C2=C(N1)CCC2)N2[C@@H]1C[C@@H]1C[C@H]2CO ((1R,3S,5R)-2-(2-((1-(3,4,5-trimethoxyphenyl)-1H-imidazol-4-yl)amino)-6,7-dihydro-5H-cyclopenta[d]pyrimidin-4-yl)-2-azabicyclo[3.1.0]hex-3-yl)methanol